(3-METHANESULFONYLAMINOMETHYLPHENYL)BORONIC ACID CS(=O)(=O)NCC=1C=C(C=CC1)B(O)O